N1(N=NC=C1)C1=CC=C(C=C1)N(CCCCCOCC(=O)O)NC1=C(C=CC(=C1)C=1C(=NOC1C)C)C 2-((5-((4-(1H-1,2,3-Triazol-1-yl)phenyl)(5-(3,5-dimethylisoxazol-4-yl)-2-methylanilino)amino)pentyl)oxy)acetic acid